8-Fluoro-6-(4-fluoro-2-methyl-1,3-benzoxazole-6-yl)-2-(1-methylpiperidin-4-yl)quinazoline-4(3H)-one FC=1C=C(C=C2C(NC(=NC12)C1CCN(CC1)C)=O)C1=CC2=C(N=C(O2)C)C(=C1)F